ClC=1C(=NC(=NC1)N(C1CCOCC1)CC1=C(C=C(C=C1)OC)OC)C1=CC=C2CNC(C2=C1)=O 6-(5-chloro-2-{[(2,4-dimethoxyphenyl)methyl](oxan-4-yl)amino}pyrimidin-4-yl)-2,3-dihydro-1H-isoindol-1-one